3-methyl-2-(6-((pyrrolidin-2-ylmethyl)amino)pyridazin-3-yl)-5-(trifluoromethyl)phenol CC=1C(=C(C=C(C1)C(F)(F)F)O)C=1N=NC(=CC1)NCC1NCCC1